(6-bromo-2-pyridyl)(1-methyl-4-piperidyl)methanone BrC1=CC=CC(=N1)C(=O)C1CCN(CC1)C